tert-butyl rac-(3S)-3-methyl-6-[5-(trifluoromethyl)-3-pyridyl]-3,4-dihydro-2H-pyridine-1-carboxylate C[C@@H]1CN(C(=CC1)C=1C=NC=C(C1)C(F)(F)F)C(=O)OC(C)(C)C |r|